FC(OC1=CC=C(C=C1)[C@@H]1CC2(CN(C2)C=O)CC1)(F)F ((S)-6-(4-(trifluoromethoxy)phenyl)-2-azaspiro[3.4]octan-2-yl)methanon